C(C)(C)(C)C1=CC=CC2=C(C3=CC=CC=C3C=C12)OC(=O)CCC(=O)O 4-(tert-butyl)-9-(2-carboxy-ethyl)carbonyloxyanthracene